FC(C1=NOC(=N1)C=1C=C2CC[C@H](C2=CC1)NC(=O)C=1C=NN(C1C)C)F (R)-N-(5-(3-(difluoromethyl)-1,2,4-oxadiazol-5-yl)-2,3-dihydro-1H-inden-1-yl)-1,5-dimethyl-1H-pyrazole-4-carboxamide